C(C)N1C(NC2=C(C(=CC=3C2=C1N=NC3C)CN3CCN(CC3)C=3C=CC(=NC3C)C(=O)NC)F)=O 5-(4-((9-ethyl-6-fluoro-3-methyl-8-oxo-8,9-dihydro-7H-pyridazino[3,4,5-de]quinazolin-5-yl)methyl)piperazin-1-yl)-N,6-dimethylpicolinamide